5-cyclopropyl-6-(3-methylimidazo[4,5-c]pyridin-7-yl)-3-[4-(pyrrolidin-1-ylmethyl)anilino]pyrazine-2-carboxamide C1(CC1)C=1N=C(C(=NC1C=1C2=C(C=NC1)N(C=N2)C)C(=O)N)NC2=CC=C(C=C2)CN2CCCC2